ClC1=NC=2C(=CC=CC2C=2N1N=C(N2)C=2C=NN(C2)C)SC(C)C 5-chloro-2-(1-methyl-1H-pyrazol-4-yl)-7-[(propan-2-yl)sulfanyl][1,2,4]triazolo[1,5-c]quinazoline